The molecule is an organophosphate oxoanion obtained by deprotonation of the phosphate OH groups of MoO2-molybdopterin cofactor. It is an organophosphate oxoanion and a Mo-molybdopterin cofactor. It is a conjugate base of a MoO2-molybdopterin cofactor. C([C@@H]1C(=C([C@H]2[C@@H](O1)NC3=C(N2)C(=O)NC(=N3)N)[S-])[S-])OP(=O)([O-])[O-].O=[Mo+2]=O